N[C@@H]1C2=CC(=CC=C2CC12CCN(CC2)C=2N=CC(=NC2)SC=2C(=C1C(N(C=NC1=CC2)CCOC)=O)Cl)OC 6-[5-[(1S)-1-amino-6-methoxy-spiro[indane-2,4'-piperidin]-1'-yl]pyrazin-2-yl]sulfanyl-5-chloro-3-(2-methoxyethyl)quinazolin-4-one